(R)-benzyl 3-(3-((7-(4-fluorophenyl)-4-hydroxy-2-oxo-6-(trifluoromethyl)-1,2-dihydroquinazolin-8-yl)thio)-2-hydroxypropyl)azetidine-1-carboxylate FC1=CC=C(C=C1)C1=C(C=C2C(=NC(NC2=C1SC[C@@H](CC1CN(C1)C(=O)OCC1=CC=CC=C1)O)=O)O)C(F)(F)F